BrC1=C(C=NC=C1)NC1=C(C(=O)N(C(C([2H])([2H])[2H])(C([2H])([2H])[2H])[2H])C(C([2H])([2H])[2H])(C([2H])([2H])[2H])[2H])C=C(C=C1)F 2-((4-Bromopyridin-3-yl)amino)-5-fluoro-N,N-bis(propan-2-yl-d7)benzamide